5-(bromomethyl)-1-tosyl-1H-Indole BrCC=1C=C2C=CN(C2=CC1)S(=O)(=O)C1=CC=C(C)C=C1